methyl 2-[2-({[3-bromo-1-(3-chloropyridin-2-yl)-1H-pyrazol-5-yl]carbonyl}amino)-5-cyano-3-methylbenzoyl]-2-ethylhydrazine-carboxylate BrC1=NN(C(=C1)C(=O)NC1=C(C(=O)N(NC(=O)OC)CC)C=C(C=C1C)C#N)C1=NC=CC=C1Cl